(2R)-3,3,3-trifluoro-2-methoxy-2-phenylpropanoic acid FC([C@](C(=O)O)(C1=CC=CC=C1)OC)(F)F